4-(dimethylamino)-N-[(1s,4s)-4-{[2-(trifluoromethyl)quinolin-4-yl]amino}cyclohexyl]benzamide CN(C1=CC=C(C(=O)NC2CCC(CC2)NC2=CC(=NC3=CC=CC=C23)C(F)(F)F)C=C1)C